CN(CCCC1(NC(=NC(=N1)NCCCN(C)C)NCCCN(C)C)N)C 2,N4,N6-tri(3-(dimethylamino)propyl)-1,3,5-triazine-2,4,6-triamine